1,2-dimethyl-3,5-dinitrobenzene CC1=C(C(=CC(=C1)[N+](=O)[O-])[N+](=O)[O-])C